N1=CC=C(C=C1)C(C=CC1=CC=NC=C1)=O 1,3-bis(pyridin-4-yl)-2-propen-1-one